Cl.NC1=CC(=C(C=C1)CC(=O)N(C)C)OC 2-(4-amino-2-methoxyphenyl)-N,N-dimethylacetamide hydrochloride